CC=1C(=C2C=C3C(=CC=C4C=5C=CC=CC5N=C34)C2=CC1)C dimethylindenocarbazole